methyl 4-chloro-1-((5-(trifluoromethyl) thiophen-2-yl) methyl)-1H-indazole-7-carboxylate ClC1=C2C=NN(C2=C(C=C1)C(=O)OC)CC=1SC(=CC1)C(F)(F)F